4-(2-(3-(3-methoxyphenyl)-1H-pyrazol-1-yl)pyrido[3,2-d]pyrimidin-4-yl)morpholine COC=1C=C(C=CC1)C1=NN(C=C1)C=1N=C(C2=C(N1)C=CC=N2)N2CCOCC2